N-(3-oxo-1,3-dihydro-2-benzofuran-5-yl)-1H-1,2,4-triazole-3-carboxamide O=C1OCC2=C1C=C(C=C2)NC(=O)C2=NNC=N2